dimethylacryloxypropyl-methylchlorosilane CC([SiH](Cl)CCCOC(C=C)=O)C